NC([C@H](CCC(=O)OC(C)(C)C)N1C(C2=CC=CC(=C2C1)OCC1=CC=C(C=C1)CN1C(COCC1)CO)=O)=O tert-butyl (4S)-5-amino-4-[4-[[4-[[3-(hydroxymethyl)morpholin-4-yl]methyl]phenyl]methoxy]-1-oxo-isoindolin-2-yl]-5-oxo-pentanoate